ClC1=CC=C(C=C1)C=1C=C(C=C2C=CN(C12)C)NC1=C(C(=O)O)C=C(C=N1)C1CC1 2-((7-(4-chlorophenyl)-1-methyl-1H-indol-5-yl)amino)-5-cyclopropyl-nicotinic acid